6-chloro-3-((1-(2-chloro-5-(4,4-difluoropiperidin-1-yl)imidazo[1,2-c]quinazolin-7-yl)ethyl)amino)picolinic acid ClC1=CC=C(C(=N1)C(=O)O)NC(C)C1=CC=CC=2C=3N(C(=NC12)N1CCC(CC1)(F)F)C=C(N3)Cl